C[C@H]1N(C[C@H](C1)OC1=NC(=CC2=C1C=CN2CC(F)(F)F)NC=2SC(=CN2)C)C(C=C)=O 1-((2R,4S)-2-Methyl-4-((6-((5-methylthiazol-2-yl)amino)-1-(2,2,2-trifluoroethyl)-1H-pyrrolo[3,2-c]pyridin-4-yl)oxy)pyrrolidin-1-yl)prop-2-en-1-one